NC=1C(=C(C=C2C=C(N=CC12)NC1=NN2CC(N(CCC2=C1)C)=O)C=1C=NC(N(C1C)C)=O)F 2-((8-amino-6-(1,6-dimethyl-2-oxo-1,2-dihydropyrimidin-5-yl)-7-fluoroisoquinolin-3-yl)amino)-6-methyl-5,6-dihydro-4H-pyrazolo[1,5-d][1,4]diazepin-7(8H)-one